C(C1CC(C(C(C1)C(C)(C)CC)N)C(C)(C)CC)C1CC(C(C(C1)C(C)(C)CC)N)C(C)(C)CC 4,4'-methylenebis(2,6-di(tert-pentyl)cyclohexylamine)